ClC=1C(=NC(=NC1)NC=1C=C(C(=C(C(=O)OC)C1)O)CC)NC1CCCC1 methyl 5-[[5-chloro-4-(cyclopentylamino) pyrimidin-2-yl] amino]-3-ethyl-2-hydroxy-benzoate